5-bromo-2-nitro-4-[[(2R)-5-oxo-1-(2-trimethylsilylethoxymethyl)pyrrolidin-2-yl]methoxy]benzaldehyde BrC=1C(=CC(=C(C=O)C1)[N+](=O)[O-])OC[C@@H]1N(C(CC1)=O)COCC[Si](C)(C)C